C(C(C(=O)O)CCC(=O)O)([2H])([2H])[2H] 2-(methyl-d3)pentanedioic acid